ClC1=CC=C(COC2=C(C=C(C=C3C(N(C(S3)=S)CC(=O)O)=O)C=C2)OC)C=C1 (5-{4-[(4-chlorobenzyl)oxy]-3-methoxybenzylidene}-4-oxo-2-thioxo-1,3-thiazolidin-3-yl)acetic acid